2-(7-((2S,5R)-5-ethyl-2-methyl-4-(1-(pyrazolo[1,5-a]pyrimidin-5-yl)ethyl)piperazin-1-yl)-4-methyl-5-oxo-4,5-dihydro-2H-pyrazolo[4,3-b]pyridin-2-yl)acetonitrile C(C)[C@H]1N(C[C@@H](N(C1)C=1C=2C(N(C(C1)=O)C)=CN(N2)CC#N)C)C(C)C2=NC=1N(C=C2)N=CC1